N-(3-methoxy-4-(4-(4-methylpiperazin-1-yl)piperidin-1-yl)phenyl)-4-(3-phenylisoxazolidine-2-yl)-5-(trifluoromethyl)pyrimidin-2-amine COC=1C=C(C=CC1N1CCC(CC1)N1CCN(CC1)C)NC1=NC=C(C(=N1)N1OCCC1C1=CC=CC=C1)C(F)(F)F